naphtho[1,2,3-de]benzopyran-2,7-dione C=1C(OC2=C3C1C1=CC=CC=C1C(C3=CC=C2)=O)=O